(S)-5,6-dichloro-1'-(5-(hydroxymethyl)-1H-pyrazole-4-carbonyl)spiro[indoline-3,3'-pyrrolidin]-2-one ClC=1C=C2C(=CC1Cl)NC([C@]21CN(CC1)C(=O)C=1C=NNC1CO)=O